1-(4-(8-amino-3-cyclopropylimidazo[1,5-a]pyrazin-1-yl)-2-fluorophenyl)-3-(4-((4-(2-((tert-butyldiphenylsilyl)oxy)ethyl)piperazin-1-yl)methyl)-3-(trifluoromethyl)phenyl)urea NC=1C=2N(C=CN1)C(=NC2C2=CC(=C(C=C2)NC(=O)NC2=CC(=C(C=C2)CN2CCN(CC2)CCO[Si](C2=CC=CC=C2)(C2=CC=CC=C2)C(C)(C)C)C(F)(F)F)F)C2CC2